N-(6-phenylnaphthalen-1-yl)-1,6-naphthyridin-2-amine C1(=CC=CC=C1)C=1C=C2C=CC=C(C2=CC1)NC1=NC2=CC=NC=C2C=C1